COC(=O)N1CCC=CC1 methyl-3,6-dihydropyridine-1(2H)-carboxylate